C1CCC2=C(C=3CCCC3C=C12)NC(=O)O[C@@H](C(=O)OCC)CC1=NC=CN=C1 Ethyl (2R)-2-{[(1,2,3,5,6,7-hexahydro-s-indacen-4-yl)carbamoyl]oxy}-3-(pyrazin-2-yl)propanoate